3,4-dimethoxytoluene COC=1C=C(C)C=CC1OC